6-chloro-4-cyclopropyl-1-isopropyl-1H-pyrazolo[3,4-d]pyrimidine ClC1=NC(=C2C(=N1)N(N=C2)C(C)C)C2CC2